C(C)(C)(C)N[Si](NC(C)(C)C)(NC(C)(C)C)NC(C)(C)C tetra-t-butylsilanetetramine